BrCC1=CC=C(C=C1)CCCC 1-(bromomethyl)-4-butylbenzene